6-chloropyridine-3-carboxylic acid ClC1=CC=C(C=N1)C(=O)O